C(N)(=O)C=1C=C(C=NC1)OC(=O)N1C(CN(CC1)C1=CC(=C(C=C1)Cl)C(N)=O)C=1C=NC=C(C1)C(N)=O 5-carbamoyl-pyridin-3-yl-4-(3-carbamoyl-4-chlorophenyl)piperazine-1-carboxylic acid 5-carbamoyl-pyridin-3-yl ester